4-methyl-3-((1-(pyrazolo[1,5-a]pyrazine-3-carbonyl)azetidin-3-yl)oxy)-N-(5-(trifluoromethyl)pyridin-3-yl)benzamide CC1=C(C=C(C(=O)NC=2C=NC=C(C2)C(F)(F)F)C=C1)OC1CN(C1)C(=O)C=1C=NN2C1C=NC=C2